(-)-4,6,6,7,8,8-hexamethyl-1,3,4,6,7,8-hexahydrocyclopenta[g]isochromene CC1COCC2=CC3=C(C=C12)C(C(C3(C)C)C)(C)C